(R or S)-4-(6-chloro-2-(3-(dimethylamino)azetidin-1-yl)-8-fluoro-4-(4,7-diazaspiro[2.5]octan-4-yl)quinazolin-7-yl)naphthalen-2-ol ClC=1C=C2C(=NC(=NC2=C(C1C1=CC(=CC2=CC=CC=C12)O)F)N1CC(C1)N(C)C)N1C2(CC2)CNCC1